N-((5-(4-(trifluoromethyl)phenyl)-5,6,7,8-tetrahydropyrido[2,3-b]pyrazin-7-yl)methyl)acetamide FC(C1=CC=C(C=C1)N1CC(CC=2C1=NC=CN2)CNC(C)=O)(F)F